C(C)C(C(C(=O)O)(O)CCCCCC)CCCCCCCCCCCCCCC.C(CCCCCCCCCCCCCCCCC)(=O)OOC(CCCCC)CC Ethylhexylhydroxy Stearate (Ethylhexyl Hydroxystearate)